N1=CC=CC=C1.C(CC)S(=O)(=O)O propanesulfonic acid pyridine salt